N,N-diethyl-N-(3-sulfobutyl)-4-vinyl-benzyl-ammonium C(C)[N+](CCC(C)S(=O)(=O)O)(CC)CC1=CC=C(C=C1)C=C